N-(5-chloro-4-(5,5-dimethyl-5,6-dihydro-4H-pyrrolo[1,2-b]pyrazol-3-yl)pyridin-2-yl)-1-((2-(2,6-dioxopiperidin-3-yl)-1,3-dioxoisoindolin-5-yl)methyl)piperidine-4-carboxamide ClC=1C(=CC(=NC1)NC(=O)C1CCN(CC1)CC=1C=C2C(N(C(C2=CC1)=O)C1C(NC(CC1)=O)=O)=O)C1=C2N(N=C1)CC(C2)(C)C